C(C)(C)(C)OC(NCC1=CC(=CC=C1)C1=C(C(=NC=C1)N1CCOCC1)Cl)=O ({3-[3-chloro-2-(morpholin-4-yl)pyridin-4-yl]phenyl}methyl)carbamic acid tert-butyl ester